3-isobutyl-1-methylxanthin C(C(C)C)N1C(N(C(C=2NC=NC12)=O)C)=O